C(C)(=O)C=1C(=NC(=CC1)N1C=NC2=C1C=C(C=C2)Br)N2N=C(C=C2C#N)C 2-[3-acetyl-6-(6-bromobenzimidazol-1-yl)-2-pyridyl]-5-methyl-pyrazole-3-carbonitrile